OC=1C(OC2(C1)CCCC2)=O hydroxy-1-oxaspiro[4.4]non-3-en-2-one